Octyl 6-(2-((2-butyloctanoyl)oxy)ethyl)-3-ethyl-12-hexyl-10-oxo-9,11-dioxa-3,6-diazahenicosan-21-oate C(CCC)C(C(=O)OCCN(CCN(CC)CC)CCOC(OC(CCCCCCCCC(=O)OCCCCCCCC)CCCCCC)=O)CCCCCC